NCCNC1CCC(CC1)CC(=O)N1CC(C1)OC1=C(C2=C([C@@H]3[C@H](B(O2)O)C3)C=C1)C(=O)O (1aR,7bS)-5-{[1-({(1r,4r)-4-[(2-aminoethyl)amino]cyclohexyl}acetyl)azetidin-3-yl]oxy}-2-hydroxy-1,1a,2,7b-tetrahydrocyclopropa[c][1,2]benzoxaborinine-4-carboxylic acid